BrC1=CC=C(C=C1)C1=CC(=CC(=C1)C1=CC=C(C=C1)Br)C1=CC=C(C=C1)Br 2,4,6-tris(4-bromophenyl)benzene